BrC1=CC=C(C=C1COCOCOCC1=CC(=CC=C1Br)C=CCCCC)C=CCCCC (3Z)-6-bromo-3-hexenylbenzyloxymethyl ether